(S)-2-((4-(6-(isoquinolin-3-ylmethoxy)pyridin-2-yl)piperidin-1-yl)methyl)-1-(oxetine-2-ylmethyl)-1H-benzo[d]imidazole-6-carboxylic acid C1=NC(=CC2=CC=CC=C12)COC1=CC=CC(=N1)C1CCN(CC1)CC1=NC2=C(N1CC=1OCC1)C=C(C=C2)C(=O)O